diazetidine C1CNN1